COC1=C(C=C(C=C1)COC(CC)O)[N+](=O)[O-] (2R)-1-[(4-methoxy-3-nitrophenyl)methoxy]propanol